di-n-propyl (di-t-butylmethylene)malonate C(C)(C)(C)C(C(C)(C)C)=C(C(=O)OCCC)C(=O)OCCC